2'-chloro-N-(5-((1S,2R)-2-fluorocyclopropyl)-1,3,4-thiadiazol-2-yl)-5'-methoxy-6-methyl-(4,4'-bipyridine)-3-carboxamide ClC1=NC=C(C(=C1)C1=C(C=NC(=C1)C)C(=O)NC=1SC(=NN1)[C@@H]1[C@@H](C1)F)OC